ClC1=C(C=C2C=C(N=CC2=C1)NC(=O)[C@H]1CC12CCOCC2)[C@@H]2CC[C@@H](CC2)N2CC(C2)OC (1S)-N-(7-chloro-6-(cis-4-(3-methoxyazetidin-1-yl)cyclohexyl)isoquinolin-3-yl)-6-oxaspiro[2.5]octane-1-carboxamide